indazole-6-carboxylate N1N=CC2=CC=C(C=C12)C(=O)[O-]